N-(7-chloro-6-(1-((3S,4S)-4-hydroxy-3-methyltetrahydrofuran-3-yl)piperidin-4-yl)isoquinolin-3-yl)-2-methyl-2-(pyridin-2-yl)cyclopropane-1-carboxamide ClC1=C(C=C2C=C(N=CC2=C1)NC(=O)C1C(C1)(C1=NC=CC=C1)C)C1CCN(CC1)[C@]1(COC[C@H]1O)C